bis(1,1-dimethylethyl)[3,5-bis(1,1-dimethylethyl)phenyl]phosphane CC(C)(C)P(C1=CC(=CC(=C1)C(C)(C)C)C(C)(C)C)C(C)(C)C